2-chlorothiazolo[4,5-d]pyrimidine-5,7-diol ClC=1SC2=C(N=C(N=C2O)O)N1